1-(4-methoxybenzoyl)pyrrolidine-3-carbonyl azide COC1=CC=C(C(=O)N2CC(CC2)C(=O)N=[N+]=[N-])C=C1